C(C=C=C)(=O)N[C@@H](CCCCN)C(=O)O N-(buta-2,3-dienoyl)-lysine